N1N=CN=C1C1=CC=C(C=N1)N1C=CC=2C1=NC=C(C2)C(=O)N2CC(OC(C2)C)C (1-(6-(1H-1,2,4-triazol-5-yl)pyridin-3-yl)-1H-pyrrolo[2,3-b]pyridin-5-yl)(2,6-dimethylmorpholino)methanone